SC=1N([C@H]2[C@H](O)[C@H](O)[C@@H](CO)O2)C=2N=C(NC(C2N1)=O)N 8-mercapto-guanosine